(2-((2R,3S,4S,5S,6R)-3,4,5-trihydroxy-6-(1-(piperidin-4-yl)-1H-1,2,3-triazol-4-yl)tetrahydro-2H-pyran-2-yl)ethyl)phosphonic acid O[C@@H]1[C@H](O[C@@H]([C@H]([C@H]1O)O)C=1N=NN(C1)C1CCNCC1)CCP(O)(O)=O